5-tris-hydroxyethyl-s-triazine OC(CN1CN=CN=C1)(O)O